C(CC)C(CCCC)C1C(OC(C1)=O)=O 3-(1-propylpentyl)tetrahydrofuran-2,5-dione